(2R,3S)-2-(4-bromophenyl)-1-(4-methoxyphenyl)-3-(2-oxo-2-phenylethyl)pyrrolidine BrC1=CC=C(C=C1)[C@@H]1N(CC[C@H]1CC(C1=CC=CC=C1)=O)C1=CC=C(C=C1)OC